4-(Tetrahydrofuran-2-yl)benzyl alcohol O1C(CCC1)C1=CC=C(CO)C=C1